(Z)-1-(4-amino-2-fluoro-but-2-en-1-yl)-4-(2-methoxy-5-(N-methylsulfamoyl)phenyl)-N-methyl-1H-benzo[d][1,2,3]triazole-6-carboxamide hydrochloride Cl.NC\C=C(\CN1N=NC2=C1C=C(C=C2C2=C(C=CC(=C2)S(NC)(=O)=O)OC)C(=O)NC)/F